Cl.CN(C/C=C/C(=O)Cl)C (E)-4-(dimethylamino)2-butenoyl chloride hydrochloride